C(C1=CC=CC=C1)C(C(=O)[O-])C(=O)[O-] BENZYLMALONATE